[Si](C)(C)(C(C)(C)C)O[C@@H]([C@@H](C(=O)OC)NC(C(C)C)=O)C methyl (2s,3r)-3-((tert-butyldimethylsilyl) oxy)-2-isobutyrylaminobutyrate